6-chloro-N4-(5-chloro-2-methoxybenzyl)pyrimidine-4,5-diamine ClC1=C(C(=NC=N1)NCC1=C(C=CC(=C1)Cl)OC)N